BrC=1C(=C2CN(C(C2=CC1)=O)C1C(NC(CC1)=O)=O)OC 3-(5-bromo-4-methoxy-1-oxo-isoindolin-2-yl)piperidine-2,6-dione